COC(=O)C(CC=1OC=CC(C1)=O)CCCC(CCCCCCCCCC)C(=O)OC 2,6-dimethoxycarbonylhexadecyl-4-pyrone